5-(3-methoxy-phenyl)-1-pentene COC=1C=C(C=CC1)CCCC=C